1-amino-3-methylbutyl-boric acid NC(CC(C)C)OB(O)O